diethylene glycol dioctanoate C(CCCCCCC)(=O)OCCOCCOC(CCCCCCC)=O